NC(CCCC(CN)N)N 1,5-diamino-1,6-diaminohexane